COCCOC1=C2C=NC=NC2=CC=C1 5-(2-methoxyethoxy)quinazolin